2,5-dichloroquinazoline ClC1=NC2=CC=CC(=C2C=N1)Cl